ortho-difluoro-benzene FC1=C(C=CC=C1)F